(R)-2-bromo-3-methylbutyramide Br[C@@H](C(=O)N)C(C)C